(3-chloro-4-ethoxy-2-fluorophenyl)boronic acid ClC=1C(=C(C=CC1OCC)B(O)O)F